2-(4,4,5,5-Tetramethyl-1,3,2-dioxaborolan-2-yl)spiro[fluorene-9,11'-indolo[1,2-a]benzimidazole] CC1(OB(OC1(C)C)C1=CC2=C(C=C1)C1=CC=CC=C1C21C2=CC=CC=C2N2C1=NC1=C2C=CC=C1)C